NC=1C(=C2C(=NC1C(=O)N)N(N=C2)C)C2=C(C(=CC=C2C)OCC2=CC=CC=C2)C 5-Amino-4-(3-(benzyloxy)-2,6-dimethylphenyl)-1-methyl-1H-pyrazolo[3,4-b]pyridine-6-carboxamide